CC1=CN=C(S1)NC1=CC(=CC(=N1)NC1CCN(CC1)C(C=C)=O)CN1CCOCC1 1-(4-((6-((5-Methylthiazol-2-yl)amino)-4-(morpholinomethyl)pyridin-2-yl)amino)piperidin-1-yl)prop-2-en-1-one